2-[18F]Fluoroethyl 8-[(2E)-3-iodoprop-2-en-1-yl]-3-(4-methylphenyl)-8-azabicyclo[3.2.1]octane-2-carboxylate I/C=C/CN1C2C(C(CC1CC2)C2=CC=C(C=C2)C)C(=O)OCC[18F]